isodecanoic acid vinyl ester C(=C)OC(CCCCCCC(C)C)=O